2-[(4-{6-[(4-cyano-2-fluorobenzyl)oxy]pyridin-2-yl}piperidin-1-yl)methyl]-[(2S)-oxetan-2-ylmethyl]-1H-benzimidazole-6-carboxylic acid C(#N)C1=CC(=C(COC2=CC=CC(=N2)C2CCN(CC2)CC2=NC3=C(N2C[C@H]2OCC2)C=C(C=C3)C(=O)O)C=C1)F